C(C=C)(=O)N1C(CN(CC1)C1=NC(=NC=2CC(CCC12)N1CCCC2=CC=CC=C12)N1CC(C1)N1CCOCC1)CC#N 2-(1-acryloyl-4-(7-(3,4-dihydroquinolin-1(2H)-yl)-2-(3-morpholinoazetidin-1-yl)-5,6,7,8-tetrahydroquinazolin-4-yl)piperazin-2-yl)acetonitrile